N-vinyl-methyl-2-pyrrolidone C(=C)N1C(C(CC1)C)=O